C1(CCC2C3CCC(=C12)C3)NCCN hexahydro-4,7-methanoindenyldimethylenediamine